2-Chloro-4-propylpyrimidine-5-carboxylic acid ethyl ester C(C)OC(=O)C=1C(=NC(=NC1)Cl)CCC